di(isobutyl) terephthalate C(C1=CC=C(C(=O)OCC(C)C)C=C1)(=O)OCC(C)C